3,5-dibromo-1-(2-methoxyethyl)-1,2,4-triazole BrC1=NN(C(=N1)Br)CCOC